CC1=C(C=2N(N=C1N1CC=3C=C(C=NC3CC1)N1C=3N(CCC1)N=C(C3)C)C(=NN2)C(F)(F)F)C 6-(7,8-dimethyl-3-(trifluoromethyl)-[1,2,4]triazolo[4,3-b]pyridazin-6-yl)-3-(2-methyl-6,7-dihydropyrazolo[1,5-a]pyrimidin-4(5H)-yl)-5,6,7,8-tetrahydro-1,6-naphthyridine